3,5,8-trioxa-4-phosphaundec-10-en-1-aminium C(COPOCCOCC=C)[NH3+]